(isopropylamino)-di-(1-naphthyloxy)propan-2-ol C(C)(C)NC(C(C)O)(OC1=CC=CC2=CC=CC=C12)OC1=CC=CC2=CC=CC=C12